CN(C1=CC(=C(C=C1[N+](=O)[O-])NC1=NC=2N(C(=N1)C1=CN(C3=CC=CC=C13)C)N=CC2)OC)C 2-(4-dimethylamino-2-methoxy-5-nitrophenylamino)-4-(1-methylindol-3-yl)pyrazolo[1,5-a][1,3,5]Triazine